(3R)-3-(4-chlorophenyl)-4-fluoro-6-[1-hydroxy-1-(1-methyl-1H-pyrazol-4-yl)ethyl]-3-[(1-hydroxycyclopropyl)methoxy]-2-[(6-methoxypyridin-3-yl)methyl]-2,3-dihydro-1H-isoindol-1-one ClC1=CC=C(C=C1)[C@@]1(N(C(C2=CC(=CC(=C12)F)C(C)(C=1C=NN(C1)C)O)=O)CC=1C=NC(=CC1)OC)OCC1(CC1)O